C(C1=CC=CC=C1)N1C([C@H](NC([C@@H]1C)=O)CC)=O (3R,6S)-1-benzyl-3-ethyl-6-methylpiperazine-2,5-dione